tert-Butyl 4-((3-fluoro-6-(hydroxymethyl)pyridin-2-yl)oxy)piperidine-1-carboxylate FC=1C(=NC(=CC1)CO)OC1CCN(CC1)C(=O)OC(C)(C)C